(E)-1-(3-(trifluoromethyl)-5,6-dihydro-[1,2,4]triazolo[4,3-a]pyrazin-7(8H)-yl)-4-(2,4,5-trifluorophenyl)but-3-en-1-one FC(C1=NN=C2N1CCN(C2)C(C\C=C\C2=C(C=C(C(=C2)F)F)F)=O)(F)F